N-[4-(3-cyanophenyl)-5-[2-(1-ethoxyethyl)-6-ethyl-4-pyridyl]thiazol-2-yl]-2-oxa-6-azaspiro[3.3]heptane-6-carboxamide C(#N)C=1C=C(C=CC1)C=1N=C(SC1C1=CC(=NC(=C1)CC)C(C)OCC)NC(=O)N1CC2(COC2)C1